4-((benzo[d]oxazol-2-ylsulfinyl)methyl)benzoic acid methyl ester COC(C1=CC=C(C=C1)CS(=O)C=1OC2=C(N1)C=CC=C2)=O